Acetyldiethyleneglycol C(C)(=O)C(COCCO)O